CC(C)CC 2-methyl-butane